10-(4-bromobutyl)-2,7-dichloro-9,9-dimethylacridine BrCCCCN1C=2C=CC(=CC2C(C2=CC(=CC=C12)Cl)(C)C)Cl